COC=1N=CC(=NC1C(F)(F)F)C(=O)OC methyl 5-methoxy-6-(trifluoromethyl)pyrazine-2-carboxylate